2-[(4S)-4-[2-[5-[(4,6-difluoro-1H-indol-5-yl)oxy]-2-fluoro-phenyl]-1H-imidazol-4-yl]-4-methyl-chroman-8-yl]acetic acid FC1=C2C=CNC2=CC(=C1OC=1C=CC(=C(C1)C=1NC=C(N1)[C@]1(CCOC2=C(C=CC=C12)CC(=O)O)C)F)F